FC1(CCN(CC1)CCN1C(N(C(C2=CC(=CC=C12)C(F)(F)F)=O)C1=CN=CC2=CC=CC=C12)=O)F (2-(4,4-difluoropiperidin-1-yl)ethyl)-3-(isoquinolin-4-yl)-6-(trifluoromethyl)quinazoline-2,4(1H,3H)-dione